6-bromo-2-(3'-hydroxy-2,4-dihydro-1H-spiro[isoquinoline-3,4'-piperidin]-1'-ylcarbonyl)-8-methylimidazo[1,2-a]pyrimidin-7(8H)-one BrC=1C(N(C=2N(C1)C=C(N2)C(=O)N2CC(C1(CC2)NCC2=CC=CC=C2C1)O)C)=O